(1R,4R)-4-(((6-chloro-5-fluoro-2-((4-morpholino-phenyl)amino)pyrimidin-4-yl)oxy)methyl)cyclohexan ClC1=C(C(=NC(=N1)NC1=CC=C(C=C1)N1CCOCC1)OCC1CCCCC1)F